3-(((6-amino-2-methylpyridin-3-yl)oxy)methyl)benzonitrile NC1=CC=C(C(=N1)C)OCC=1C=C(C#N)C=CC1